C(O[C@H]1CC[C@@]2([C@H]3CC[C@@]4([C@H](CC[C@H]4[C@@H]3CC=C2C1)[C@H](C)CCCC(C)C)C)C)(OC1=CC=C(C=C1)[N+](=O)[O-])=O (3S,8S,9S,10R,13R,14S,17R)-10,13-dimethyl-17-((R)-6-methylheptan-2-yl)-2,3,4,7,8,9,10,11,12,13,14,15,16,17-tetradecahydro-1H-cyclopenta[a]phenanthren-3-yl (4-nitrophenyl) carbonate